C1(=CC=CC=C1)[C@]1(N(CCC1)C1=CC=CC=C1)C(=O)O (S)-diphenyl-prolyl alcohol